[4-(2-chlorophenyl)thiazol-2-yl]-4-piperazin-1-yl-benzamide ClC1=C(C=CC=C1)C=1N=C(SC1)C1=C(C(=O)N)C=CC(=C1)N1CCNCC1